OC[C@H](NC(OCC1CCN(CC1)C(=O)OC(C)(C)C)=O)C(NC(C(OC)=O)=C)=O tert-butyl (S)-4-(5-(hydroxymethyl)-8-methylene-3,6,9-trioxo-2,10-dioxa-4,7-diazaundecyl)piperidine-1-carboxylate